S(=O)(=O)(ON1[C@@H]2CC[C@H](N(C1=O)C2)C(NCCOC2CNC2)=N)O (2S,5R)-2-(N-(2-(Azetidin-3-yloxy) ethyl) carbamimidoyl)-7-oxo-1,6-diazabicyclo[3.2.1]octan-6-yl hydrogen sulfate